C1C=CC2=CC=C3C(=C12)C=CC=C3.[Na] sodium benzoindene